CN1N=CC(=C1C1=CC=2N(C=C1)N=C(C2)NC=2N=NC(=CC2)C)OC[C@@H]2N(CC2)C(=O)OC(C)(C)C tert-butyl (R)-2-(((1-methyl-5-(2-((6-methylpyridazin-3-yl)amino)pyrazolo[1,5-a]pyridin-5-yl)-1H-pyrazol-4-yl)oxy)methyl)azetidine-1-carboxylate